(S)-1-(3,4-dichlorophenoxy)-3-(4-(((S)-2-hydroxy-3-(4-methoxyphenoxy)propyl)amino)piperidin-1-yl)propan-2-ol ClC=1C=C(OC[C@H](CN2CCC(CC2)NC[C@@H](COC2=CC=C(C=C2)OC)O)O)C=CC1Cl